2-((2R,3R)-3-(2-chlorobenzyl)-1,4-dioxaspiro[4.5]decan-2-yl)ethyl pivalate C(C(C)(C)C)(=O)OCC[C@H]1OC2(O[C@@H]1CC1=C(C=CC=C1)Cl)CCCCC2